C(C)(=O)[O-].[CH-]=CCCCCCC octenid acetate